4-(7-(8-Ethyl-7-fluoro-3-hydroxynaphthalen-1-yl)-8-fluoro-2-(((4aS,7aR)-1-methyloctahydro-4aH-cyclopenta[b]pyridin-4a-yl)methoxy)quinazolin-4-yl)-6-methyl-1,4-oxazepan-6-ol C(C)C=1C(=CC=C2C=C(C=C(C12)C1=CC=C2C(=NC(=NC2=C1F)OC[C@]12[C@H](N(CCC1)C)CCC2)N2CCOCC(C2)(O)C)O)F